CN1N=CC=C1C=1C=2N(N=C(C1)N1CCOCC1)C(=NN2)C2=NN(C=C2)C2OCCCC2 4-(8-(2-methylpyrazol-3-yl)-3-(1-tetrahydropyran-2-ylpyrazol-3-yl)-[1,2,4]triazolo[4,3-b]pyridazin-6-yl)morpholine